FC=1C=C(C=CC1)[C@H](CNC(C[C@H]1CC(N(CC1)C)=O)(C)C)O (S)-4-(2-(((R)-2-(3-Fluorophenyl)-2-hydroxyethyl)amino)-2-methylpropyl)-1-methylpiperidin-2-one